N,N-dimethyl-[(1S,2R)-2-octylcyclopropyl]hexadecan-8-amine CN(C(CCCCCCC[C@@H]1[C@@H](C1)CCCCCCCC)CCCCCCCC)C